O=C1NC(CCC1C=1C=C(C=CC1)N1CCN(CC1)CC1CCC(CC1)NC(C1=CC(=C(C=C1)C1=NC=CC(=C1)C1=CC=2C(NCCC2N1)=O)F)=O)=O N-[4-[[4-[3-(2,6-dioxo-3-piperidyl)phenyl]piperazin-1-yl]methyl]cyclohexyl]-3-fluoro-4-[4-(4-oxo-1,5,6,7-tetrahydropyrrolo[3,2-c]pyridin-2-yl)-2-pyridyl]benzamide